2'-methyl-2-(trifluoromethyl)spiro[4,5-dihydrothieno[2,3-C]pyran-7,4'-piperidine]-1'-carboxylic acid tert-butyl ester C(C)(C)(C)OC(=O)N1C(CC2(CC1)OCCC1=C2SC(=C1)C(F)(F)F)C